6-Fluoro-N-({4-methyl-2-[6-methyl-3-(2H-1,2,3-triazol-2-yl)pyridin-2-carbonyl]-2-azabicyclo[3.1.1]heptan-3-yl}methyl)-1,3-benzothiazol-2-amin FC1=CC2=C(N=C(S2)NCC2N(C3CC(C2C)C3)C(=O)C3=NC(=CC=C3N3N=CC=N3)C)C=C1